BrC=1C=CC(=C2CCC12)CN (5-bromobicyclo[4.2.0]Oct-1,3,5-trien-2-yl)methylamine